NC(C(=O)NC12CC(C1)C2)CCCC 2-amino-N-(bicyclo[1.1.1]pentan-1-yl)hexanamide